C=C1C(N(C2=CC=CC=C2)C2=CC=CC=C2)C=CC=C1 methylenebis-phenyl-aniline